N-((S)-(7-chloro-6-(((3R,5R)-2-oxo-5-(trifluoromethyl)piperidin-3-yl)methyl)imidazo[1,2-b]pyridazin-2-yl)(4,4-difluorocyclohexyl)methyl)-1-ethyl-1H-pyrazole-5-carboxamide ClC1=CC=2N(N=C1C[C@@H]1C(NC[C@@H](C1)C(F)(F)F)=O)C=C(N2)[C@@H](NC(=O)C2=CC=NN2CC)C2CCC(CC2)(F)F